CC(CC)[O-] butan-2-olat